C(C)(C)(C)OC(=O)N1N=CC(=C1)C1=C(C=CC(=C1)C(F)(F)F)C=C1CCN(CC1)C(=O)OC(C)(C)C tert-Butyl 4-[[2-(1-tert-butoxycarbonylpyrazol-4-yl)-4-(trifluoromethyl)phenyl] methylene]piperidine-1-carboxylate